2-bromo-5-(((5-fluoro-2-pyridyl)methoxy)methyl)phenol BrC1=C(C=C(C=C1)COCC1=NC=C(C=C1)F)O